Bis-(4-hydroxy-3,5-dibromophenyl)-methan OC1=C(C=C(C=C1Br)CC1=CC(=C(C(=C1)Br)O)Br)Br